(6-tetrahydropyran-4-yl-1,2-dihydroisoquinolin-3-yl)methanol O1CCC(CC1)C=1C=C2C=C(NCC2=CC1)CO